Azaspiro[3.3]heptan N1CCC12CCC2